2-hydroxy-4-methoxy-4''-methylbenzophenone CC1=CC=C(C=C1)C(=O)C2=C(C=C(C=C2)OC)O